C(C)C(CO)(CCCCCCCC(CO)(C)CC)C 2,10-diethyl-2,10-dimethylundecane-1,11-diol